COC1=CC=C(C=C1)C(OCCO)(C1=CC=CC=C1)C1=CC=CC=C1 2-[(4-Methoxyphenyl)-diphenylmethoxy]ethanol